trans-4-((3-(1-Cyclopropyl-1H-pyrazol-4-yl)phenyl)((trans-4-(6-(dimethyl-amino)pyridin-3-yl)-cyclohexyl)methyl)-carbamoyl)cyclohexyl 3-hydroxyazetidine-1-carboxylate OC1CN(C1)C(=O)O[C@@H]1CC[C@H](CC1)C(N(C[C@@H]1CC[C@H](CC1)C=1C=NC(=CC1)N(C)C)C1=CC(=CC=C1)C=1C=NN(C1)C1CC1)=O